COC(\C=C\C1=CC(=CC(=C1)C(NCC1=CC=C(C=C1)C)=O)C\C=C\C)=O.C1(CCCC1)C[SiH](OC)OC Cyclopentylmethyldimethoxysilane Methyl-(E)-3-(3-((E)-but-2-en-1-yl)-5-((4-methylbenzyl)carbamoyl)phenyl)acrylate